6-(butylsulfinyl)-4-phenyl-2-(pyridin-3-yl)thieno[2,3-d]pyrimidin-5-amine C(CCC)S(=O)C1=C(C2=C(N=C(N=C2C2=CC=CC=C2)C=2C=NC=CC2)S1)N